carboxymethyl-stearyl-methyldiallyl-ammonium chloride [Cl-].C(=O)(O)CC=CC[N+](CC=C)(C)CCCCCCCCCCCCCCCCCC